C(=O)(O)C1=CC(=C(C(=O)NC2=C(C(=O)O)C=CC(=C2)C(=O)O)C=C1O)O 2-(4-carboxy-2,5-dihydroxybenzamido)terephthalic acid